5-(chloromethyl)-2-(2,5-dimethoxyphenyl)thiazole ClCC1=CN=C(S1)C1=C(C=CC(=C1)OC)OC